(1r,2s,5r)-2-aminobenzoic acid-2-isopropyl-5-methylcyclohexyl ester C(C)(C)[C@H]1[C@@H](C[C@@H](CC1)C)OC(C1=C(C=CC=C1)N)=O